CN(CCS(=O)(=O)NC1=CC=C(C=C1)C1=NNC(=C1C(=O)N)NC1=CC(=NC=C1)OCCOC)C 3-(4-((2-(dimethylamino)ethyl)sulfonamido)phenyl)-5-((2-(2-methoxyethoxy)pyridin-4-yl)amino)-1H-pyrazole-4-carboxamide